C(CCCC(=O)O)(=O)O.C(CCCCC(=O)NN)(=O)NN adipic acid, dihydrazide glutarate